SC1=NN(C(S1)=S)C1=CC=CC=C1 5-mercapto-3-phenyl-1,3,4-thiadiazolin-2-thione